C(C)(C)(C)OC(=O)N1CCN(CC1)C1=CC=2N(C=C1F)N=C(C2N(C)C=2SC(=C(N2)C2=CC=C(C=C2)F)C#N)CC tert-butyl-4-(3-((5-cyano-4-(4-fluorophenyl)thiazol-2-yl)(methyl)amino)-2-ethyl-6-fluoropyrazolo[1,5-a]pyridin-5-yl)piperazine-1-carboxylate